NCC(=O)NCOCCCC1=C2C(=NC=3C=C4C(=CC13)OCO4)C4=CC1=C(C(N4C2)=O)COC([C@]1(O)CC)=O (S)-2-amino-N-((3-(7-ethyl-7-hydroxyl-8,11-dioxo-7,8,11,13-tetrahydro-10H-[1,3]dioxolo[4,5-g]pyrano[3',4':6,7]indolizino[1,2-b]quinolin-14-yl)propoxy)methyl)acetamide